6-(2,4-difluoro-3-methyl-phenyl)-1-(3-pyridylmethyl)-3H-imidazo[4,5-b]pyridin-2-one FC1=C(C=CC(=C1C)F)C=1C=C2C(=NC1)NC(N2CC=2C=NC=CC2)=O